FC=1C=CC2=C(C(=C(S2)C(C(C)C)NC(NC=2C=NC(=NC2)N2CC(C2)F)=O)C)C1 3-[1-(5-fluoro-3-methyl-1-benzothiophen-2-yl)-2-methylpropyl]-1-[2-(3-fluoroazetidin-1-yl)pyrimidin-5-yl]urea